CC1=C/C(=C(\\C2=CC=C(C=C2)N(C)C)/C3=CC=C(C=C3)[N+](C)(C)C)/C=CC1=[N+](C)C.[Cl-].[Cl-] The molecule is an iminium salt composed of (4-{[4-(dimethylamino)-3-methylphenyl][4-(trimethylazaniumyl)phenyl]methylidene}cyclohexa-2,5-dien-1-ylidene)(dimethyl)ammonium and chloride ions in a 1:2 ratio. A histological dye used for staining chromatin and amyloid. It has a role as a fluorochrome and a histological dye. It is an iminium salt, an organic chloride salt and a quaternary ammonium salt. It contains an iodine green(2+).